3-((2-(dimethylamino)ethyl)sulfonyl)-3'-methyl-4-pentyl-[1,1'-biphenyl]-2,6-diol CN(CCS(=O)(=O)C1=C(C(=C(C=C1CCCCC)O)C1=CC(=CC=C1)C)O)C